FCCN(C(OC(C)(C)C)=O)CCF tert-Butyl bis(2-fluoroethyl)carbamate